N-(2-chloro-3-(3'-chloro-6-methoxy-5-(((((R)-5-oxopyrrolidin-2-yl)methyl)amino)methyl)-[2,4'-bipyridin]-2'-yl)phenyl)-5-(((S)-3-hydroxypyrrolidin-1-yl)methyl)picolinamide ClC1=C(C=CC=C1C1=NC=CC(=C1Cl)C1=NC(=C(C=C1)CNC[C@@H]1NC(CC1)=O)OC)NC(C1=NC=C(C=C1)CN1C[C@H](CC1)O)=O